2-(2-(2-chloroethoxy)ethoxy)-N-(2-(2,6-dioxopiperidin-3-yl)-1,3-dioxoisoindolin-4-yl)acetamide ClCCOCCOCC(=O)NC1=C2C(N(C(C2=CC=C1)=O)C1C(NC(CC1)=O)=O)=O